FC1=CC=C2C=C(C=C(C2=C1C#C[Si](C(C)C)(C(C)C)C(C)C)OB([O-])[O-])OCOC (7-fluoro-3-((methoxymethyl)oxy)-8-((triisopropylsilyl)ethynyl)naphth-1-yl)borate